(5S,6aR)-5-hydroxy-3-(trifluoromethyl)-5,6,6a,7,9,10-hexahydro-8H-pyrazino[1,2-a][1,8]naphthyridin O[C@H]1C[C@H]2N(C=3N=CC(=CC13)C(F)(F)F)CCNC2